N-(4,5-dimethylisoxazol-3-yl)-2'-(ethoxymethyl)-4'-((5-(2-(4-methylpiperazin-1-yl)-2-oxoethyl)-2-propyl-3H-imidazo[4,5-b]pyridin-3-yl)methyl)-[1,1'-biphenyl]-2-sulfonamide CC=1C(=NOC1C)NS(=O)(=O)C=1C(=CC=CC1)C1=C(C=C(C=C1)CN1C(=NC=2C1=NC(=CC2)CC(=O)N2CCN(CC2)C)CCC)COCC